C(N)(=O)C1CC(CCC1)N1C=C(C2=C1N=CN=C2N2C[C@H](N(C[C@@H]2C)C(=O)OC(C)(C)C)C)C=O tert-butyl (2R,5S)-4-(7-(3-carbamoylcyclohexyl)-5-formyl-7H-pyrrolo[2,3-d]pyrimidin-4-yl)-2,5-dimethylpiperazine-1-carboxylate